C(CCCCCCCCC)(=O)[O-].[Mg+2].C(CCCCCCCCC)(=O)[O-] Magnesium caprinat